CC=1SC(=CN1)C 2,5-DIMETHYLTHIAZOLE